FC1=C(C=C2CCN(CC2=C1)C=1N=C(C2=C(N1)CC[S@]2=O)NC2(CCC2)CO)N2CCCC2 (R)-2-(7-fluoro-6-(pyrrolidin-1-yl)-3,4-dihydroisoquinolin-2(1H)-yl)-4-((1-(hydroxymethyl)cyclobutyl)amino)-6,7-dihydrothieno[3,2-d]pyrimidine 5-oxide